NCC1=C2CN3C(C=4COC([C@](C4C=C3C2=NC=2C=C3OCC(C3=CC12)C)(O)CC)=O)=O (5S)-14-(aminomethyl)-5-ethyl-5-hydroxy-18-methyl-7,20-dioxa-11,24-diazahexacyclo[11.11.0.02,11.04,9.015,23.017,21]tetracosa-1(24),2,4(9),13,15(23),16,21-heptaene-6,10-dione